pentamethyl-vinyl-disilazane tert-Butyl-4-(2-(((1r,4r)-4-aminocyclohexyl)oxy)ethyl)-3,3-difluoropiperidine-1-carboxylate C(C)(C)(C)OC(=O)N1CC(C(CC1)CCOC1CCC(CC1)N)(F)F.C[Si](N[Si](C=C)(C)C)(C)C